NC1=CC=C(C=C1)N1C=NC2=NC=NC(=C12)N(C)C [7-(4-amino-phenyl)-7H-purin-6-yl]-dimethyl-amine